Tri-Methyl-Amine CN(C)C